C(#N)C=1C(=CC2=C(OCO2)C1)C1=C(C(=O)NC)C=CC=C1 (6-cyano-1,3-benzodioxol-5-yl)-N-methyl-benzamide